1,2-dimethyl-3-butylimidazole acetate C(C)(=O)O.CN1C(N(C=C1)CCCC)C